(R)-N-(1-(4-fluorophenyl)ethyl)-6-(3-methyl-3H-imidazo[4,5-b]pyridin-6-yl)-1,2,4-triazin-3-amine FC1=CC=C(C=C1)[C@@H](C)NC=1N=NC(=CN1)C=1C=C2C(=NC1)N(C=N2)C